N,5-bis(4-chlorophenyl)-N-(methyl-d3)oxazole-2-carboxamide ClC1=CC=C(C=C1)N(C(=O)C=1OC(=CN1)C1=CC=C(C=C1)Cl)C([2H])([2H])[2H]